COC1=CC(=NC2=CC(=CC=C12)C(=O)OC)NC1=CC(=CC=C1)C(F)(F)F methyl 4-methoxy-2-((3-(trifluoromethyl)phenyl)amino)quinoline-7-carboxylate